P(=O)([O-])([O-])[O-].[Na+].BrN1C=CC=C2C=CC3=CC=CN(C3=C12)Br.[Na+].[Na+] 1,10-dibromophenanthroline sodium monophosphate salt